butyl Perfluoroacrylate FC(C(=O)OCCCC)=C(F)F